δ-guanidino-α-ketovaleric acid N(C(=N)N)CCCC(C(=O)O)=O